methane dilithium [Li].[Li].C